C(CCCCCCCCCCCC)(=O)[O-].[In+3].C(CCCCCCCCCCCC)(=O)[O-].C(CCCCCCCCCCCC)(=O)[O-] indium tridecylate